OC1=CC=C(C=C1)C1=C(C(=C(C(=C1C1=CC=C(C=C1)O)C1=CC=C(C=C1)O)C1=CC=C(C=C1)O)C1=CC=C(C=C1)O)C1=CC=C(C=C1)O 4-[2,3,4,5,6-pentakis(4-hydroxyphenyl)phenyl]phenol